[4-[2-(4-amino-3-pyridyl)-3H-imidazo[4,5-b]pyridin-7-yl]-1-piperidyl]-[4-(trifluoromethoxy)phenyl]methanone NC1=C(C=NC=C1)C1=NC=2C(=NC=CC2C2CCN(CC2)C(=O)C2=CC=C(C=C2)OC(F)(F)F)N1